BrC1=C(C=CC=C1F)C=NC1=CC=C(C=C1)C N-[(2-bromo-3-fluorophenyl)methylene]-4-methylaniline